methylcyclopentenoic acid CC1=C(CCC1)C(=O)O